6-imidazolyl-hexanoic acid N1C(=NC=C1)CCCCCC(=O)O